C(C)(C)(C)OC[C@@H]1CCC2=CCCN12 (3S,7aS)-3-(tert-butoxymethyl)tetrahydro-1H-pyrrolizine